tert-Butyl (S)-4-((R)-1-hydroxybut-3-en-1-yl)-2,2-dimethyloxazolidine-3-carboxylate O[C@H](CC=C)[C@H]1N(C(OC1)(C)C)C(=O)OC(C)(C)C